(3S,4R)-4-((5-chloro-4-(8-fluoro-3-(2-hydroxypropan-2-yl)quinoxalin-6-yl)pyrimidin-2-yl)amino)tetrahydro-2H-pyran-3-ol ClC=1C(=NC(=NC1)N[C@H]1[C@@H](COCC1)O)C=1C=C2N=C(C=NC2=C(C1)F)C(C)(C)O